4-(4-Acryloylpiperazin-1-yl)-7-(2-amino-7-fluorobenzo[d]thiazol-4-yl)-8-fluoro-2-(((3R,4R)-4-methoxy-1-methylpyrrolidin-3-yl)oxy)-1,6-naphthyridine-3-carbonitrile C(C=C)(=O)N1CCN(CC1)C1=C(C(=NC2=C(C(=NC=C12)C1=CC=C(C2=C1N=C(S2)N)F)F)O[C@@H]2CN(C[C@H]2OC)C)C#N